3,4-difluorophenyl-dicyclohexyl-butene FC=1C=C(C=CC1F)C(=C(C1CCCCC1)C1CCCCC1)CC